ClC=1N=NC(=C(C1C1CCCCC1)C1CCCCC1)Cl 3,6-dichloro-4,5-dicyclohexylpyridazine